(2S,3R,4R)-Ethyl 1-acetyl-4-amino-2-cyclopropyl-3-methyl-1,2,3,4-tetrahydroquinoline-6-carboxylate C(C)(=O)N1[C@H]([C@@H]([C@H](C2=CC(=CC=C12)C(=O)OCC)N)C)C1CC1